C(C)(=O)NNC(\C=C/N1N=C(N=C1)C1=CC(=CC(=C1)C(F)(F)F)S(F)(F)(F)(F)F)=O (Z)-N'-acetyl-3-(3-(3-(pentafluorosulfanyl)-5-(trifluoromethyl)phenyl)-1H-1,2,4-triazol-1-yl)propenhydrazide